NC=1N=C2N(C=C(C=C2)C2=CC=NC3=CC=CC=C23)C1C(=O)[C@H]1[C@H](C1)F (2-amino-6-(quinolin-4-yl)imidazo[1,2-a]pyridin-3-yl)((1S,2S)-2-fluorocyclopropyl)methanone